CNCCC(C1=CC=CC=C1)OC1=CC=C(C=C1)C(F)(F)F N-methyl-3-(p-trifluoromethylphenoxy)-3-phenylpropylamine